4-((5-(4-aminophenyl)-1H-pyrazol-3-yl)amino)-2-fluorophenol NC1=CC=C(C=C1)C1=CC(=NN1)NC1=CC(=C(C=C1)O)F